Methyl (3R)-3-(((benzyloxy)carbonyl)amino)-4-hydroxypentanoate C(C1=CC=CC=C1)OC(=O)N[C@H](CC(=O)OC)C(C)O